(E)-2-chloro-4-fluoro-N-(2-methoxy-5-(4-(4-(4-oxopent-2-enoyl)piperazin-1-yl)quinazolin-6-yl)pyridine-3-yl)benzenesulfonamide ClC1=C(C=CC(=C1)F)S(=O)(=O)NC=1C(=NC=C(C1)C=1C=C2C(=NC=NC2=CC1)N1CCN(CC1)C(\C=C\C(C)=O)=O)OC